2-Chloro-6-nitrotoluene ClC1=C(C)C(=CC=C1)[N+](=O)[O-]